N-benzyl-1-phenylethan-1-amine C(C1=CC=CC=C1)NC(C)C1=CC=CC=C1